N[C@@H]1CC=CC[C@H]1C1=C(C=2N=C(N=C(C2S1)NCC=1OC=CC1)Cl)Cl 6-((1r,6r)-6-aminocyclohex-3-en-1-yl)-2,7-dichloro-N-(furan-2-ylmethyl)thieno[3,2-d]pyrimidin-4-amine